N-((S)-1-(4-(4-fluoro-1-methyl-1H-pyrazol-5-yl)phenyl)ethyl)-4-hydroxypyrrolidine-2-carboxamide FC=1C=NN(C1C1=CC=C(C=C1)[C@H](C)NC(=O)C1NCC(C1)O)C